ethyl (R)-4-((6-(2-azidoethoxy)-1-methyl-1-(2-oxo-2-(thiazol-2-ylamino)ethyl)-1,2,3,4-tetrahydroisoquinolin-7-yl)oxy)-2-fluorobenzoate N(=[N+]=[N-])CCOC=1C=C2CCN[C@@](C2=CC1OC1=CC(=C(C(=O)OCC)C=C1)F)(CC(NC=1SC=CN1)=O)C